OCC(CO)(C)NC(=O)C=1N=NC(=CC1)OCC=1C(=NOC1C)C=1C=NC(=CC1)C N-(1,3-Dihydroxy-2-methylpropan-2-yl)-6-((5-methyl-3-(6-methylpyridin-3-yl)isoxazol-4-yl)methoxy)pyridazin-3-carboxamid